CCOC(=O)C1=CC=C(C=C1)N(CC(C)O)CC(C)O ethyl 4-(bis(hydroxypropyl)) aminobenzoate